NC=1N=NC(=CC1N1CCC(CC1)(C(=O)N1CCC(CC1)C(=O)N1CCN(CC1)C1=CC=C(C=C1)C1C(NC(CC1)=O)=O)C1=CC=CC=C1)C1=C(C=CC=C1)O 3-(4-(4-(1-(1-(3-amino-6-(2-hydroxyphenyl)pyridazin-4-yl)-4-phenylpiperidine-4-carbonyl)piperidine-4-carbonyl)piperazin-1-yl)phenyl)piperidine-2,6-dione